ClC1=CC2=C(N(C(=N2)C)C)C=C1C#N 5-chloro-1,2-dimethyl-1H-benzo[d]imidazole-6-carbonitrile